[6-[3-(1-fluorocyclopropyl)-1H-1,2,4-triazol-5-yl]-2-azaspiro[3.3]heptan-2-yl]-[3-[4-(trifluoromethylsulfonimidoyl)phenyl]azetidin-1-yl]methanone FC1(CC1)C1=NNC(=N1)C1CC2(CN(C2)C(=O)N2CC(C2)C2=CC=C(C=C2)S(=O)(=N)C(F)(F)F)C1